C(C=C)[C@H]1[C@H]2CCC(C1=O)N2C(=O)OCC2=CC=CC=C2 (R,2S)-benzyl 2-allyl-3-oxo-7-azabicyclo[2.2.1]heptane-7-carboxylate